tert-butyl 3-((5-(4,4,5,5-tetramethyl-1,3,2-dioxaborolan-2-yl)pyridin-2-yl)oxy)azetidine-1-carboxylate CC1(OB(OC1(C)C)C=1C=CC(=NC1)OC1CN(C1)C(=O)OC(C)(C)C)C